C(CC)NC(=O)C1CNCCC1 3-(n-propylcarbamoyl)piperidine